4-(benzyl-methyl-sulfamoyl)-N-(2-chloro-5-trifluoromethyl-phenyl)-benzamide C(C1=CC=CC=C1)N(S(=O)(=O)C1=CC=C(C(=O)NC2=C(C=CC(=C2)C(F)(F)F)Cl)C=C1)C